N(N)C1=CC=CC=N1 6-(hydrazino)pyridine